C1(=CC=CC2=CC=CC=C12)N1CC=2N=CN=C(C2CC1)N1CCNCC1 7-(naphthalen-1-yl)-4-(piperazin-1-yl)-5,6,7,8-tetrahydropyrido[3,4-d]pyrimidine